4-[5-(4-benzyl-6-chloro-2-oxo-1H-quinolin-3-yl)-3-(1-methylindol-3-yl)-3,4-dihydropyrazol-2-yl]-4-oxo-butanoic acid C(C1=CC=CC=C1)C1=C(C(NC2=CC=C(C=C12)Cl)=O)C=1CC(N(N1)C(CCC(=O)O)=O)C1=CN(C2=CC=CC=C12)C